BrC1=CC=C(C(=N1)NC(=O)[C@H]1N([C@@H]2C[C@@]2(C1)C1=CN=CO1)C(=O)OC(C)(C)C)C tert-Butyl (1R,3S,5S)-3-((6-Bromo-3-methylpyridin-2-yl)carbamoyl)-5-(oxazol-5-yl)-2-azabicyclo[3.1.0]hexane-2-carboxylate